COC(=O)C=1C=C(C=CC1OC)C1=CC=C(C=C1)C(C)(C)C 4'-(tert-butyl)-4-methoxy-[1,1'-biphenyl]-3-carboxylic acid methyl ester